OCC1=CC=C(C=C1)NC(=O)[C@H](C)NC(=O)[C@H](C(C)C)NC(OC(C)(C)C)=O tert-butyl N-[(1S)-1-{[(1S)-1-{[4-(hydroxymethyl)phenyl]carbamoyl}ethyl]carbamoyl}-2-methylpropyl]carbamate